(S)-1'-(5-((3-chloro-2-(methylamino)pyridin-4-yl)thio)-1H-imidazo[4,5-b]pyrazin-2-yl)-5,7-dihydrospiro[cyclopenta[b]pyridine-6,4'-piperidin]-5-amine ClC=1C(=NC=CC1SC=1N=C2C(=NC1)NC(=N2)N2CCC1(CC2)[C@@H](C=2C(=NC=CC2)C1)N)NC